tin methyl stearate C(CCCCCCCCCCCCCCCCC)(=O)OC.[Sn]